CN(CCCCC(C(C)C)N1CC2(C1)CN(CC2)C=2N=CN=NC2OC2=C(C(=O)N(C(C)C)CC)C=C(C=C2)F)C 2-((5-(2-(7-(dimethylamino)-2-methylheptan-3-yl)-2,6-diazaspiro[3.4]octan-6-yl)-1,2,4-triazin-6-yl)oxy)-N-ethyl-5-fluoro-N-isopropylbenzamide